FC1=C(C(=CC=C1)F)[O-] 2,6-difluorophenolate